2-acetoxy-(2,4-dichlorophenyl)cholesterol methacrylate C(C(=C)C)(=O)O[C@@H]1CC2=CC[C@H]3[C@@H]4CC[C@H]([C@@H](CCCC(CC5=C(C=C(C=C5)Cl)Cl)C)C)[C@]4(CC[C@@H]3[C@]2(CC1OC(C)=O)C)C